C[C@H]1COC2=C3N1C=C(C(=O)C3=CC(=C2N4CCN(CC4)C)F)C(=O)O The molecule is an optically active form of ofloxacin having (S)-configuration; an inhibitor of bacterial topoisomerase IV and DNA gyrase It has a role as a DNA synthesis inhibitor, an antibacterial drug and a topoisomerase IV inhibitor. It is an ofloxacin, a quinolone antibiotic and a fluoroquinolone antibiotic.